C(C=C)OC1=CC(=NC(=C1)F)F 4-allyloxy-2,6-difluoro-pyridine